rac-methyl (5aR,6S,7R,8aR)-5a-(4-bromophenyl)-3-chloro-8a-hydroxy-8-oxo-6-phenyl-5a,7,8,8a-tetrahydro-6H-cyclopenta[4,5]furo[3,2-c]pyridine-7-carboxylate BrC1=CC=C(C=C1)[C@]12[C@](C=3C=NC(=CC3O1)Cl)(C([C@@H]([C@H]2C2=CC=CC=C2)C(=O)OC)=O)O |r|